O1CCOC2=C1C=CC(=C2)C=CC(=O)C2=CC=C(C=C2)O 3-(2,3-Dihydro-1,4-benzodioxin-6-yl)-1-(4-hydroxyphenyl)prop-2-en-1-one